NC1=NC=CC(=N1)C=1C(=NC=CC1)OC1=CC=C(C=N1)NC1=NN=C(C2=CC=CC=C12)C1=C(C=CC=C1)O 2-[4-[[6-[[3-(2-Amino-4-pyrimidinyl)-2-pyridinyl]oxy]-3-pyridinyl]amino]-1-phthalazinyl]phenol